S1C=NC=C1CO[C@@H]1CC2=CC[C@H]3[C@@H]4CC=C([C@@]4(C)CC[C@@H]3[C@]2(CC1)C)N1C=NC2=C1C=CC=C2 3β-(Thiazol-5-ylmethoxy)-17-(1H-benzimidazol-1-yl)androsta-5,16-dien